C1(=CC(=CC=C1)C1=C(C=CC2=CC=CC=C12)N(C)C)C1=CC=CC=C1 1-([1,1'-Biphenyl]-3-yl)-N,N-dimethylnaphthalen-2-amine